OC(C)C=1C(=NC(=CC1)N1C=NC2=C1C=CC(=C2)NC2=CN=NC=C2)N2N=C(C=C2C)C#N 1-[3-(1-Hydroxyethyl)-6-[5-(pyridazin-4-ylamino)benzimidazol-1-yl]-2-pyridinyl]-5-methyl-pyrazole-3-carbonitrile